4-(dimethylphosphino)butane-1-sulfonic acid CP(CCCCS(=O)(=O)O)C